5-(2,6-difluoro-4-(1H-pyrazol-4-yl)phenyl)-N-methyl-N-(2,2,6,6-tetramethylpiperidin-4-yl)-1,3,4-thiadiazol-2-amine FC1=C(C(=CC(=C1)C=1C=NNC1)F)C1=NN=C(S1)N(C1CC(NC(C1)(C)C)(C)C)C